OCCC(C(=O)O)=C.OCCC(C(=O)O)=C 2-hydroxyethyl-acrylic acid (2-hydroxyethyl acrylate)